ClC=1C=C2CO[C@]3(O[C@@H]([C@H]([C@@H]([C@H]3O)O)O)C)C2=CC1CC1=CC=C(S1)C(=O)N(C)C 5-(((1S,3'R,4'S,5'S,6'R)-5-Chloro-3',4',5'-trihydroxy-6'-methyl-3',4',5',6'-tetrahydro-3H-spiro[isobenzofuran-1,2'-pyran]-6-yl)methyl)-N,N-dimethylthiophen-2-formamid